N-methyl-3-(6-(4-(4-methylpiperazin-1-yl)phenyl)furo[3,2-b]pyridin-3-yl)aniline HCl Cl.CNC1=CC(=CC=C1)C1=COC=2C1=NC=C(C2)C2=CC=C(C=C2)N2CCN(CC2)C